1-ethyl-1H-pyrazole-5-carboxamide C(C)N1N=CC=C1C(=O)N